C1NCCCC12CCN(CC2)CC2CCN(CC2)C2=CC(=C(N)C=C2C=2C=NN(C2)C)OC 4-(4-((2,9-diazaspiro[5.5]undecan-9-yl)methyl)piperidin-1-yl)-2-methoxy-5-(1-Methyl-1H-pyrazol-4-yl)aniline